5-[4-(2-fluoroethyl)piperazin-1-yl]-2-oxazol-5-yl-pyrazolo[1,5-a]pyrimidine-3-carbonitrile FCCN1CCN(CC1)C1=NC=2N(C=C1)N=C(C2C#N)C2=CN=CO2